CN1N=NC(=C1C)C1=CC(=C(C(=O)N([C@H]2CNCCC2)C2=NC=CC3=C2C(=CS3)C)C=C1)F (R)-4-(1,5-dimethyl-1H-1,2,3-triazol-4-yl)-2-fluoro-N-(3-methylthieno[3,2-c]pyridin-4-yl)-N-(piperidin-3-yl)benzamide